C=[NH+]C1CCCCC1 N-methylenecyclohexylammonium